(5S,8R)-N-(4-bromo-2-chlorobenzyl)-5-fluoro-8-hydroxy-5,6,7,8-tetrahydroquinoline-5-carboxamide BrC1=CC(=C(CNC(=O)[C@]2(C=3C=CC=NC3[C@@H](CC2)O)F)C=C1)Cl